FC1=C(C=CC=C1)[C@@H]1CC[C@H]2OC3(C(N21)=O)CN(C3)S(=O)(=O)C3=CC(=CC=C3)F (5'S,7a'R)-5'-(2-fluorophenyl)-1-((3-fluorophenyl)sulfonyl)tetrahydro-3'H-spiro[azetidine-3,2'-pyrrolo[2,1-b]oxazol]-3'-one